ethyl 1-(3-chloroanilino)-4-[(trifluoromethanesulfonyl)oxy]cyclohex-3-ene-1-carboxylate ClC=1C=C(NC2(CC=C(CC2)OS(=O)(=O)C(F)(F)F)C(=O)OCC)C=CC1